8-(2-chlorophenyl)-7-(4-chlorophenyl)-3-(cyclohexylmethyl)-1-methyl-2,3,6,7-tetrahydro-1H-purine-2,6-dione ClC1=C(C=CC=C1)C1=NC=2N(C(N(C(C2N1C1=CC=C(C=C1)Cl)=O)C)=O)CC1CCCCC1